FC1=C2C=C(C=NC2=CC=C1F)C(=O)OC methyl 5,6-difluoroquinoline-3-carboxylate